5-(3-chloropropyl)furan-2-carbonitrile ClCCCC1=CC=C(O1)C#N